FC=1C(=CC=2C3=C(N=C(C2C1)NC)COCC3NC)F 8,9-difluoro-N1,N6-dimethyl-1,4-dihydro-2H-pyrano[3,4-c]Isoquinoline-1,6-diamine